NC=1N=NC(=CC1C=1C=NN(C1C)C1CCN(CC1)C1CCC(CC1)C1=CC=CC2=C1OCCN2C2C(NC(CC2)=O)=O)C2=C(C=CC=C2)O 3-(8-((1r,4r)-4-(4-(4-(3-amino-6-(2-hydroxyphenyl)pyridazin-4-yl)-5-methyl-1H-pyrazol-1-yl)piperidin-1-yl)cyclohexyl)-2,3-dihydro-4H-benzo[b][1,4]oxazin-4-yl)piperidine-2,6-dione